2-carboxyethyl-germanium (IV) C(=O)(O)CC[Ge+3]